5-amino-N,N'-bis(2,3-dihydroxypropyl)-2,4,6-triiodo-m-benzenedicarboxamide NC=1C(=C(C(=C(C1I)C(=O)NCC(CO)O)I)C(=O)NCC(CO)O)I